tert-butyl (4-(6-benzyl-2-((S)-2,2-dimethylcyclopropane-1-carbonyl)-2,6-diazaspiro[3.4]octan-8-yl)phenyl)carbamate C(C1=CC=CC=C1)N1CC2(CN(C2)C(=O)[C@@H]2C(C2)(C)C)C(C1)C1=CC=C(C=C1)NC(OC(C)(C)C)=O